1-methyl-N4-(5-(quinoxalin-6-yl)pyrrolo[2,1-f][1,2,4]triazin-2-yl)cyclohexane-1,4-diamine CC1(CCC(CC1)NC1=NN2C(C=N1)=C(C=C2)C=2C=C1N=CC=NC1=CC2)N